2-(2-chloro-4-fluorophenoxy)-1-(2-(5-(trifluoromethyl)-1,2,4-oxadiazol-3-yl)-6,7-dihydrothieno[3,2-c]pyridin-5(4H)-yl)ethan-1-one ClC1=C(OCC(=O)N2CC3=C(CC2)SC(=C3)C3=NOC(=N3)C(F)(F)F)C=CC(=C1)F